(2,2,2-trifluoroethyl)-6,7-dihydro-1H-pyrrolo[2,3-c]pyridine-2-carboxamide FC(CN1C(=CC2=C1CNC=C2)C(=O)N)(F)F